1-octyl-3-methylpyridine bis(trifluoromethanesulfonyl)imide salt [N-](S(=O)(=O)C(F)(F)F)S(=O)(=O)C(F)(F)F.C(CCCCCCC)N1CC(=CC=C1)C